α-methyl-N,N-dimethyl-tryptamine CC(N(C)C)CC1=CNC2=CC=CC=C12